COC1CNCCC1 3-methoxy-piperidine